N-(3-cyano-4-fluorophenyl)-6-(2-cyclopropyl-4-fluorophenoxy)-2-fluoro-3-(trifluoromethyl)Benzamide C(#N)C=1C=C(C=CC1F)NC(C1=C(C(=CC=C1OC1=C(C=C(C=C1)F)C1CC1)C(F)(F)F)F)=O